FC(C=1OC(=NN1)C=1C=NC(=CC1)COC1=CC(=C(C=C1)F)F)F 2-(difluoromethyl)-5-[6-[(3,4-difluorophenoxy)methyl]-3-pyridinyl]-1,3,4-oxadiazole